[Ir].C1(=CC=CC=C1)C1=NC=CC=C1.C1(=CC=CC=C1)C1=NC=CC=C1.C1(=CC=CC=C1)C1=NC=CC=C1 tris-(2-phenylpyridine) iridium